FC(C(C)(C)O)(F)C=1C(=C(C=CC1)[C@@H](C)NC1=NC(=NC2=CC(=C(C=C12)OCCOC)O)C)F (R)-4-((1-(3-(1,1-difluoro-2-hydroxy-2-methylpropyl)-2-fluorophenyl)ethyl)amino)-6-(2-methoxyethoxy)-2-methyl-quinazolin-7-ol